3-methylthio-1-[3-(trimethoxysilyl)propyl]-1,2,4-triazole CSC1=NN(C=N1)CCC[Si](OC)(OC)OC